2-(Methylsulfanyl)-1-(2-(5-(4-nitrophenyl)-1H-imidazol-2-yl)piperidin-1-yl)propan-1-one CSC(C(=O)N1C(CCCC1)C=1NC(=CN1)C1=CC=C(C=C1)[N+](=O)[O-])C